NC1=NC=CC(=C1F)CC=1C(=C(C=NC1)NC1=C(C=C(C=C1)Cl)F)C(F)(F)F 5-[(2-amino-3-fluoropyridin-4-yl)methyl]-N-(4-chloro-2-fluorophenyl)-4-(trifluoromethyl)pyridin-3-amine